FC=1C=CC=C2C=C(C=NC12)NC(C(CC1=CC=CC=C1)(C)C)=O N-(8-fluoro-3-quinolyl)-2,2-dimethyl-3-phenyl-propanamide